4-Methylbenzenesulfonic acid 5-azidopyranyl ester N(=[N+]=[N-])C=1C=CC(OC1)OS(=O)(=O)C1=CC=C(C=C1)C